N=1C=NN2C1C=CC(=C2)C=2C=CN1N=C(N=C(C12)OC)N[C@@H]1C[C@@H](C1)OCC 5-([1,2,4]triazolo[1,5-a]pyridin-6-yl)-N-(cis-3-ethoxycyclobutyl)-4-methoxypyrrolo[2,1-f][1,2,4]triazin-2-amine